FC1(CCCC1)F 3,3-difluorocyclopentane